F[P-](F)(F)(F)(F)F.N1(N=NC2=C1N=CC=C2)O[P+](N2CCCC2)(N2CCCC2)N2CCCC2 (7-azabenzotriazol-1-yl-oxy)tripyrrolidinophosphonium hexafluorophosphate